N-(2-bromo-4-methyl-6-(methylcarbamoyl)phenyl)-3-methyloxetane-3-carboxamide BrC1=C(C(=CC(=C1)C)C(NC)=O)NC(=O)C1(COC1)C